BrC1=CC=C(CN2C(C(CC2)(F)F)=O)C=C1 (4-bromobenzyl)-3,3-difluoropyrrolidin-2-one